(5R)-1-(tert-butoxycarbonyl)-5-methylpyrrolidine-3-carboxylic acid C(C)(C)(C)OC(=O)N1CC(C[C@H]1C)C(=O)O